dihexyltin dineodecanoate C(CCCCCC(C)(C)C)(=O)[O-].C(CCCCCC(C)(C)C)(=O)[O-].C(CCCCC)[Sn+2]CCCCCC